4-((5-(5-(7-Ethyl-7H-imidazo[4,5-c]pyridazin-4-yl)-2-fluorophenyl)-6-methoxy-2H-indazol-2-yl)methyl)tetrahydro-2H-pyran-4-ol C(C)N1C=NC2=C1N=NC=C2C=2C=CC(=C(C2)C2=CC1=CN(N=C1C=C2OC)CC2(CCOCC2)O)F